N-[5-(4-formylphenyl)-2-[4-(trifluoromethoxy)phenyl]-1,2,4-triazol-3-yl]cyclopropanesulfonamide methyl-4-bromo-7-oxo-1-tosyl-6,7-dihydro-1H-pyrrolo[2,3-c]pyridine-2-carboxylate COC(=O)C1=CC2=C(C(NC=C2Br)=O)N1S(=O)(=O)C1=CC=C(C)C=C1.C(=O)C1=CC=C(C=C1)C=1N=C(N(N1)C1=CC=C(C=C1)OC(F)(F)F)NS(=O)(=O)C1CC1